3-fluoro-4-(3-(6-formylpyridin-3-yl)-4,4-dimethyl-2,5-dioxoimidazolidin-1-yl)-2-methoxybenzonitrile FC=1C(=C(C#N)C=CC1N1C(N(C(C1=O)(C)C)C=1C=NC(=CC1)C=O)=O)OC